C(C(C)(C)C)N1C=2C=CC(=CC2N(C2=CC=C(C=C12)CC(C)C)CC(C)(C)C)CC(C)C 5,10-dineopentyl-5,10-dihydro-2,7-diisobutyl-phenazine